N-(5-bromo-2,4-difluoro-phenyl)acetamide BrC=1C(=CC(=C(C1)NC(C)=O)F)F